C(C)(C)(C)OC(=O)NC(CNC=1C=2C=3N=CC(=NC3C=CC2SC1C(=O)OC)OC)(C)C methyl 3-[2-(tertbutoxycarbonylamino)-2-methylpropylamino]-11-methoxy-5-thia-10,13-diazatricyclo[7.4.0.02,6]trideca-1(9),2(6),3,7,10,12-hexaene-4-carboxylate